C(C)(C)(C)C1CC(CC(C1)C(C)(C)C)N 3,5-di-tert-butylcyclohexylamine